CP(O[C@@H](COC1=CC=CC=C1)CC)([O-])=O (2R)-1-phenoxy-2-butanyl (S)-methylphosphonate